5-(3-chlorophenyl)-6-ethyl-N2,N4-dimethylpyrimidine-2,4-diamine ClC=1C=C(C=CC1)C=1C(=NC(=NC1CC)NC)NC